NC(C(=O)N[C@@H](CC1=CNC=N1)C(=O)O)(C)C N-(2-Amino-2-methylpropanoyl)-L-histidin